ClC=1C=C(C=CC1F)C=1NC(C2=CC=CC=C2C1[C@H](C)NC(N)=O)=O (S)-3-(3-(3-chloro-4-fluorophenyl)-1-(1-oxo-1,2-dihydroisoquinolin-4-yl)ethyl)urea